(S)-4-methylpyrrole-2-one CC1=CC(N=C1)=O